3,5-dimethoxychlorobenzene COC1=CC(=CC(=C1)Cl)OC